ethyl 2-(isoxazol-3-yl)-2-oxoacetate O1N=C(C=C1)C(C(=O)OCC)=O